CNCCC1=CC(=CC=C1)OCCN1CCCC1 N-methyl-2-{3-[2-(pyrrolidin-1-yl)ethoxy]phenyl}ethan-1-amine